S1(CCC1)=O thietane-S-oxide